N=1C=NN2C1C=CC(=C2)C2=C1C(=NN2C2=NC(=CC=C2)C)C(N(C1)C1=CC=C(C=C1)O)=O 3-([1,2,4]triazolo[1,5-a]pyridin-6-yl)-5-(4-hydroxyphenyl)-2-(6-methylpyridin-2-yl)-4,5-dihydropyrrolo[3,4-c]pyrazol-6(2H)-one